COC(=O)[C@H]1N([C@H](CC1)C1=C(C=CC=C1)Cl)C(=O)C=1C(=CC=CC1)C1=CC(=CC=C1)C#N (2s,5r)-5-(2-chlorophenyl)-1-(3'-cyanobiphenyl-carbonyl)pyrrolidine-2-carboxylic acid methyl ester